C(C)(C)NC1CC(C1)O 3-(isopropyl-amino)cyclobutan-1-ol